ClC1=C(C=NN(C1=O)CC(=O)OCC)F ethyl 2-(5-chloro-4-fluoro-6-oxopyridazin-1(6H)-yl)acetate